N1=C(C=CC=2CCCNC12)CCC=1C=C(NC1)C(=O)NC[C@@H](C(=O)O)NS(=O)(=O)C1=C(C=C(C=C1C)C)C (S)-3-(4-(2-(5,6,7,8-tetrahydro-1,8-naphthyridin-2-yl)ethyl)-1H-pyrrole-2-carboxamido)-2-((2,4,6-trimethylphenyl)sulphonamido)propanoic acid